F/C=C(\CNC(OC(C)(C)C)=O)/COC1=CC2=C(N=C(S2)NCCCO)C=C1 tert-butyl (E)-(3-fluoro-2-(((2-((3-hydroxypropyl)amino)benzo[d]thiazol-6-yl)oxy)methyl)allyl)carbamate